NC=1SC2=C(N1)C(=CC=C2)C2=C(C1=C(CN3C(CO1)CN(CC3)C(C=C)=O)C=C2F)Cl 1-(9-(2-aminobenzo[d]thiazol-4-yl)-10-chloro-8-fluoro-3,4,12,12a-tetrahydro-6H-benzo[f]pyrazino[2,1-c][1,4]oxazepin-2(1H)-yl)prop-2-en-1-one